(3-bromo-2-fluoro-phenyl)-carbamic acid tert-butyl ester C(C)(C)(C)OC(NC1=C(C(=CC=C1)Br)F)=O